ClC=1C=C(NC2(CCC3(C(CC4=CC=CC=C34)CCCOC3=C4C(=NC=C3)C=CS4)CC2)C(=O)O)C=CC1 4-(3-Chloroanilino)-2'-{3-[(thieno[3,2-b]pyridin-7-yl)oxy]propyl}-2',3'-dihydrospiro[cyclohexane-1,1'-indene]-4-carboxylic acid